F[C@H]1CN(CC[C@H]1NC=1C=2N(C=CC1)C(=C(N2)C#CCNC2=C(C=CC(=N2)C(=O)N)OC)SC(F)(F)F)C 6-((3-(8-(((3S,4R)-3-fluoro-1-methylpiperidin-4-yl)amino)-3-((trifluoromethyl)thio)imidazo[1,2-a]pyridin-2-yl)prop-2-yn-1-yl)amino)-5-methoxypicolinamide